CN1CC(C1)(C)[C@@](C=1C=C(C=NC1)C1=NOC(=N1)C(C)(C)O)(C1=CC=C(C=C1)CCC)O 2-(3-{5-[(R)-(1,3-Dimethyl-azetidin-3-yl)-hydroxy-(4-propyl-phenyl)-methyl]-pyridin-3-yl}-[1,2,4]oxadiazol-5-yl)-propan-2-ol